(1s)-(+)-10-camphorsulfonic acid CC1(C2CC[C@]1(C(=O)C2)CS(=O)(=O)O)C